5-bromo-2-(propan-2-yl)-2H-pyrazolo[3,4-b]pyridine BrC1=CC=2C(N=C1)=NN(C2)C(C)C